2-(2-methoxyethoxy)ethyl carbamate C(N)(OCCOCCOC)=O